The molecule is a pyruvic acid having a 5-benzyloxyindol-3-yl group at the 3-position. It derives from a pyruvic acid. It is a conjugate acid of a 3-(5-benzyloxyindol-3-yl)pyruvate. C1=CC=C(C=C1)COC2=CC3=C(C=C2)NC=C3CC(=O)C(=O)O